N[C@H](C)C=1N=C2N(C=C(C=C2N2C(N(C(C2)=O)C)=O)C(C)C)C1 (R)-1-(2-(1-aminoethyl)-6-isopropylimidazo[1,2-a]pyridin-8-yl)-3-methylimidazolidine-2,4-dione